5-methyl-4,6-dichloropyrimidine CC=1C(=NC=NC1Cl)Cl